(8S,9S,10R,13S,14S,17R)-17-hydroxy-17-(2-hydroxyacetyl)-10,13-dimethyl-1,6,7,8,9,10,12,13,14,15,16,17-dodecahydro-3H-cyclopenta[a]phenanthrene-3,11(2H)-dione O[C@@]1(CC[C@H]2[C@@H]3CCC4=CC(CC[C@@]4([C@H]3C(C[C@]12C)=O)C)=O)C(CO)=O